N2-(2-(dimethylamino)pyridin-4-yl)-N4-isopropyl-6-phenyl-1,3,5-triazine-2,4-diamine CN(C1=NC=CC(=C1)NC1=NC(=NC(=N1)NC(C)C)C1=CC=CC=C1)C